methyl (S)-2-((S)-2-((((3-chlorobenzyl)oxy)carbonyl)amino)-3-cyclohexylpropanamido)-5-oxo-5-(2,3,4,5-tetrahydro-1H-benzo[b]azepin-1-yl)pentanoate ClC=1C=C(COC(=O)N[C@H](C(=O)N[C@H](C(=O)OC)CCC(N2C3=C(CCCC2)C=CC=C3)=O)CC3CCCCC3)C=CC1